2-cyclopentyl-2-isopentyl-1,3-propandiol C1(CCCC1)C(CO)(CO)CCC(C)C